salicylic acid C(C=1C(O)=CC=CC1)(=O)O